BrC1=C(C=C(C=C1)CO[Si](C)(C)C(C)(C)C)O 2-bromo-5-((tert-butyl(dimethyl)silyl)oxymethyl)phenol